ClC=1C2=C(N=CN1)NC=C2F 4-chloro-5-fluoro-7H-pyrrolo[2,3-D]-pyrimidine